(S)-2'-amino-7'-methyl-5'H,7'H-spiro[cyclopropane-1,8'-pyrano[4,3-b]pyridine]-5'-one NC1=CC=C2C(=N1)C1([C@@H](OC2=O)C)CC1